C(C)(C)(C)OC(NC1=CC(=NC(=C1)C(F)(F)F)Cl)=O (2-chloro-6-(trifluoromethyl)pyridin-4-yl)carbamic acid tert-butyl ester